2-chloro-8-(6-morpholino-3-pyridyl)-5,6-dihydropyrido[2,3-d]pyrimidin-7-one ClC=1N=CC2=C(N1)N(C(CC2)=O)C=2C=NC(=CC2)N2CCOCC2